octyl-(phenyl)-N,N-diisobutylcarbamoyl-methyl-phosphine oxide C(CCCCCCC)CP(C(N(CC(C)C)CC(C)C)=O)(C1=CC=CC=C1)=O